2-chloro-4-methylPhenyl-7-(trifluoromethyl)quinazoline ClC1=C(C=CC(=C1)C)C1=NC2=CC(=CC=C2C=N1)C(F)(F)F